4-amino-3-chloro-5-fluoro-6-(7-fluoro-1-isobutyryl-1H-indol-6-yl)pyridine-2-carboxylic acid methyl ester COC(=O)C1=NC(=C(C(=C1Cl)N)F)C1=CC=C2C=CN(C2=C1F)C(C(C)C)=O